[Cu].[Pb].[Te] Tellurium lead copper